2,2-dibromodiethyl ether C(CBr)OCCBr